N-(piperidin-1-yl)-5-(4-iodophenyl)-1-(2,4-dichlorophenyl)-4-methyl-1H-pyrazole-3-carboxamide N1(CCCCC1)NC(=O)C1=NN(C(=C1C)C1=CC=C(C=C1)I)C1=C(C=C(C=C1)Cl)Cl